NC1=C(C(=NN1CC(=O)N1C[C@@]2(CCC1)C1=C(NC(O2)=O)C=CC(=C1F)Cl)C1=C(C=C(C=C1)F)F)Cl (R)-1'-(2-(5-Amino-4-chloro-3-(2,4-difluorophenyl)-1H-pyrazol-1-yl)acetyl)-6-chloro-5-fluorospiro[benzo[d][1,3]oxazine-4,3'-piperidin]-2(1H)-one